2-(2,6-dioxopiperidin-3-yl)-4-(((1-(1-((S)-2-phenylpropanoyl)piperidin-4-yl)-1H-pyrazol-4-yl)methyl)amino)isoindoline-1,3-dione O=C1NC(CCC1N1C(C2=CC=CC(=C2C1=O)NCC=1C=NN(C1)C1CCN(CC1)C([C@@H](C)C1=CC=CC=C1)=O)=O)=O